C(C)(C)(C)OC(=O)N1C2CC(CC1CC2)CNC2=NC=1N(C(=C2)N(CC2=CC(=CC=C2)[N+](=O)[O-])C(=O)OC(C)(C)C)N=CC1C(C)C 3-(((7-((tert-butoxycarbonyl)(3-nitrobenzyl)amino)-3-isopropylpyrazolo[1,5-a]pyrimidin-5-yl)amino)Methyl)-8-azabicyclo[3.2.1]octane-8-carboxylic acid tert-butyl ester